CNC(C)C1=C(C=CC=C1)C N-methyl-1-(o-tolyl)ethan-1-amine